2-(3-chlorophenyl)-2-methyl-1-(naphthalen-2-yl)propyl ((S)-3-cyclohexyl-1-(((S)-3,4-dioxo-1-((S)-2-oxopyrrolidin-3-yl)-4-(pyrrolidin-1-yl)butan-2-yl)amino)-1-oxopropan-2-yl)carbamate C1(CCCCC1)C[C@@H](C(=O)N[C@@H](C[C@H]1C(NCC1)=O)C(C(N1CCCC1)=O)=O)NC(OC(C(C)(C)C1=CC(=CC=C1)Cl)C1=CC2=CC=CC=C2C=C1)=O